5-(bis(7-bromo-5-chloro-1H-pyrrolo[2,3-c]pyridin-3-yl)methyl)benzene-1,2,3-triol BrC=1N=C(C=C2C1NC=C2C(C=2C=C(C(=C(C2)O)O)O)C2=CNC1=C(N=C(C=C12)Cl)Br)Cl